C(=O)O.C(C)#N acetonitrile (E)-formate